(((1R,2S)-2-((p-toluenesulfonyloxy)methyl)cyclopropyl)methoxy)propanoic acid CC1=CC=C(C=C1)S(=O)(=O)OC[C@@H]1[C@@H](C1)COC(C(=O)O)C